ClCNC([C@H](C)NC(OCC1C2=CC=CC=C2C=2C=CC=CC12)=O)=O (9H-fluoren-9-yl)methyl (S)-(1-((chloromethyl)amino)-1-oxopropan-2-yl)carbamate